tert-butyl 4-(2-methoxy-7-oxo-5,7-dihydrofurano[3,4-b]pyridin-3-yl)piperidine-1-carboxylate COC1=C(C=C2C(=N1)C(OC2)=O)C2CCN(CC2)C(=O)OC(C)(C)C